NCC=1C=C(C=CC1)C1=CC=CC=2C=C(OC21)COC2=C(C=CC=C2)CCC(=O)OCC ethyl 3-(2-((7-(3-(aminomethyl)phenyl)benzofuran-2-yl)methoxy)phenyl)propanoate